3-tert-Butyl-N-[(3-methylpyrazin-2-yl)methyl]-1,2,4-thiadiazole-5-carboxamide C(C)(C)(C)C1=NSC(=N1)C(=O)NCC1=NC=CN=C1C